ClC1=NC2=CC(=CC=C2C=C1C(=O)O)Cl 2,7-dichloroquinoline-3-carboxylic acid